FC1=C2CCC(C2=CC(=C1C=1C=C2C(=CN1)NN=C2C2=CC=C(C=C2)N2CCN(CC2)C)F)NC 4,6-Difluoro-N-methyl-5-(3-(4-(4-methylpiperazin-1-yl)phenyl)-1H-pyrazolo[3,4-c]pyridin-5-yl)-2,3-dihydro-1H-inden-1-amin